7-[5-(3,5-dichlorophenyl)-4,5-dihydro-5-(trifluoromethyl)-3-isoxazolyl]-N-(1,1-dioxido-3-thietanyl)thieno[2,3-c]pyridine-4-carboxamide ClC=1C=C(C=C(C1)Cl)C1(CC(=NO1)C1=NC=C(C2=C1SC=C2)C(=O)NC2CS(C2)(=O)=O)C(F)(F)F